4-chloro-N-[(3-chloro-4-fluorophenyl)-(5-methyl-4-methylsulfonyl-1H-imidazol-2-yl)methyl]-3-fluoropyridin-2-amine ClC1=C(C(=NC=C1)NC(C=1NC(=C(N1)S(=O)(=O)C)C)C1=CC(=C(C=C1)F)Cl)F